4'-(R)-2-aminopropoxythymidine NC(CO[C@]1([C@H](C[C@@H](O1)N1C(=O)NC(=O)C(C)=C1)O)CO)C